C(C)C1=NC2=CC=CC=C2C(N1CC1CCN(CC1)C1=C(C(=O)O)C=CC=C1)=O 2-[4-[(2-ethyl-4-oxo-quinazolin-3-yl)methyl]-1-piperidinyl]benzoic acid